((S)-2-(cyanomethyl)-4-((S)-2-(((S)-1-methylpyrrolidin-2-yl)methoxy)-7-(naphthalen-1-yl)-5,6,7,8-tetrahydroquinazolin-4-yl)piperazin-1-yl)-4-oxobut-2-enecarbonitrile formate salt C(=O)O.C(#N)C[C@@H]1N(CCN(C1)C1=NC(=NC=2C[C@H](CCC12)C1=CC=CC2=CC=CC=C12)OC[C@H]1N(CCC1)C)C(C=CC=O)C#N